C(=O)(O)C[C@@H](C=O)NC(CCCCCCC=1C=C(C=CC1)NC(=O)C1=C(C=CC=C1)N1[N+](=C2C(C=3C(=[N+](ON3)[O-])CC2)=N1)[O-])=O (S)-7-(2-((3-(7-((1-carboxy-3-oxopropan-2-yl)amino)-7-oxoheptyl)phenyl)carbamoyl)phenyl)-5,7-dihydro-4H-[1,2,3]triazolo[4',5':3,4]benzo[1,2-c][1,2,5]oxadiazole 3,6-dioxide